(5-((2-oxo-2-(4-sulfamoylphenyl)ethyl)thio)-1H-tetrazol-1-yl)benzoic acid O=C(CSC1=NN=NN1C1=C(C(=O)O)C=CC=C1)C1=CC=C(C=C1)S(N)(=O)=O